O=C1CC[C@H](N1)COC1=NC=CC=2C=C3C(=CC12)C(=CNC3=O)C#CC (S)-6-((5-oxopyrrolidin-2-yl)methoxy)-4-(prop-1-yn-1-yl)pyrido[3,4-g]isoquinolin-1(2H)-one